BrC=1C=C(C(=NC1)N1CCC(CC1)(N1CCCCC1)C)[N+](=O)[O-] 1'-(5-Bromo-3-nitropyridin-2-yl)-4'-methyl-1,4'-bipiperidine